1,1'-(dodecane-1,12-diyl)bis{4-[(E)-4-(diethylamino)styryl]-3-methylpyridin-1-ium} dibromide [Br-].[Br-].C(CCCCCCCCCCC[N+]1=CC(=C(C=C1)\C=C\C1=CC=C(C=C1)N(CC)CC)C)[N+]1=CC(=C(C=C1)\C=C\C1=CC=C(C=C1)N(CC)CC)C